C1(=CC=C(C=C1)C(C)N1N=CC2=C(C=CC(=C12)C(=O)NC1CC2(CCC2)C1)Cl)C1=CC=CC=C1 6-(1-(1-([1,1'-Biphenyl]-4-yl)ethyl)-4-chloro-1H-indazol-7-carboxamido)spiro[3.3]heptan